C(C=CC(=O)[O-])(=O)[O-] butenedioate